[Cl-].COC 2-oxapropan chlorid